N-[3-(1,1-difluoropropyl)phenyl]-3-methyl-1-[1-(4-methylbenzoyl)indol-6-yl]-5-oxo-4H-pyrazole-4-carboxamide FC(CC)(F)C=1C=C(C=CC1)NC(=O)C1C(=NN(C1=O)C1=CC=C2C=CN(C2=C1)C(C1=CC=C(C=C1)C)=O)C